CSC1=C(C=CC=C1)C(C(=O)OCC)=O ethyl 2-(2-(methylthio) phenyl)-2-oxoacetate